Cl.C(C)C=1N=C(SC1)N1CCNCC1 4-ethyl-2-(piperazin-1-yl)thiazole hydrochloride